tert-Butyl 3-(4-fluoro-3-(hydroxymethyl)phenyl)pyrrolidine-1-carboxylate FC1=C(C=C(C=C1)C1CN(CC1)C(=O)OC(C)(C)C)CO